Racemic-1-(3-bromo-1-methyl-1H-1,2,4-triazol-5-yl)ethanol BrC1=NN(C(=N1)[C@@H](C)O)C |r|